[6-{[2-(5-chloropyridin-2-yl)imidazo[1,2-a]pyridin-3-yl]methyl}-2,6-diazabicyclo[3.2.2]non-2-yl](6-methoxypyridin-2-yl)methanone ClC=1C=CC(=NC1)C=1N=C2N(C=CC=C2)C1CN1C2CCN(C(C1)CC2)C(=O)C2=NC(=CC=C2)OC